1,2-Diaminoethanen NC=CN